5-(bromomethyl)-1-((2-(trimethylsilyl)ethoxy)methyl)-1H-tetrazole BrCC1=NN=NN1COCC[Si](C)(C)C